FC1=CC=C(C=C1)[C@H]1[C@@H](CN(C1)C)NC(=O)C=1C=C2C(=NC1)NN=C2C2=CC(=NC=C2)C N-((3S,4R)-4-(4-fluorophenyl)-1-methylpyrrolidin-3-yl)-3-(2-methylpyridin-4-yl)-1H-pyrazolo[3,4-b]pyridine-5-amide